C(C)C1=C(C=C(C=C1)C(CCC(C)C)=O)OC 1-(4-ethyl-3-methoxyphenyl)-4-methylpentan-1-one